tert-butyl-4-[[4-[3-(2,6-dibenzyloxy-3-pyridyl)-5,7-difluoro-1-methyl-indazol-6-yl]-3,6-dihydro-2H-pyridin-1-yl]methyl]piperidine-1-carboxylate C(C)(C)(C)OC(=O)N1CCC(CC1)CN1CCC(=CC1)C1=C(C=C2C(=NN(C2=C1F)C)C=1C(=NC(=CC1)OCC1=CC=CC=C1)OCC1=CC=CC=C1)F